C1(CC1)C1=CC(=C(C(=C1)C)N1NC2=C(N=C(NC2=O)N2CCN(CC2)CC)N1)C 2-(4-cyclopropyl-2,6-dimethylphenyl)-5-(4-ethylpiperazin-1-yl)-1,2,3,6-tetrahydro-7H-[1,2,3]triazolo[4,5-d]pyrimidin-7-one